O=C(C=CC=CC(=O)O)CCCCCCCCCCCC OXO-octadecadienoic acid